C(C)N1C(NC2=C(C1=O)N=CC(=C2)C=2C=C(C(=O)NC=1C(=NC=CC1)C(=O)NC)C=CC2)=O (3-(3-ethyl-2,4-dioxo-1,2,3,4-tetrahydropyrido[3,2-d]pyrimidin-7-yl)benzamido)-N-methylpicolinamide